2-(thiazol-4-yl)Ethanol S1C=NC(=C1)CCO